(thiazol-5-yl)methanone hydrochloride salt Cl.S1C=NC=C1C=O